1-(3-methoxycyclobutyl)-3-methyl-8-(6-(2,2,2-trifluoro-1-(2-(3-methylpyrrolidin-1-yl)ethoxy)ethyl)pyridin-3-yl)-1,3-dihydro-2H-imidazo[4,5-c]cinnolin-2-one COC1CC(C1)N1C(N(C=2N=NC=3C=CC(=CC3C21)C=2C=NC(=CC2)C(C(F)(F)F)OCCN2CC(CC2)C)C)=O